C(#N)CC(=O)N1C[C@H](CC1)COC1=NC=CC2=CC(=C(C=C12)OC(C)C)C(=O)N 1-{[(3S)-1-(cyanoacetyl)pyrrolidin-3-yl]methoxy}-7-(propan-2-yloxy)isoquinoline-6-carboxamide